C(C)(=O)C=1C(=CC(=C(C1)NC(=O)NOC)OC)O 1-(5-acetyl-4-hydroxy-2-methoxyphenyl)-3-methoxyurea